4,7,10,13-tetraoxapentadecanoate C(CCOCCOCCOCCOCC)(=O)[O-]